ethyl 3,3-diethoxy-propionate C(C)OC(CC(=O)OCC)OCC